C(C)(C)(C)OC(=O)N1[C@H](C[C@H](C1)OCCC)C(NC1=C(C=CC(=C1)C(CCC1CC1)(C1=CC=NC=C1)NS(=O)(=O)C(C)(C)C)F)=O (2R,4R)-2-(5-(3-cyclopropyl-1-((R)-1,1-Dimethylethylsulfonamido)-1-(pyridin-4-yl)propyl)-2-fluorophenylcarbamoyl)-4-propoxypyrrolidine-1-carboxylic acid tert-butyl ester